3-Dimethylaminomethyl-bicyclo[1.1.1]pentane-1-carboxylic acid (4-methoxy-7-morpholin-4-yl-thiazolo[4,5-c]pyridin-2-yl)-amide COC1=NC=C(C2=C1N=C(S2)NC(=O)C21CC(C2)(C1)CN(C)C)N1CCOCC1